B(Cl)(Cl)Cl.NC1=C2C(=NC=N1)N(N=C2C2=CC(=C(C=C2)NC(=O)NC2=NOC(=C2)C2(CC2)C(F)(F)F)F)C2CC(C2)O 1-(4-(4-amino-1-(3-hydroxycyclobutyl)-1H-pyrazolo[3,4-d]pyrimidin-3-yl)-2-fluorophenyl)-3-(5-(1-(trifluoromethyl)cyclopropyl)isoxazol-3-yl)urea Boron trichloride